CC1=C(C=NC=C1)C=1C=C2C(=NC1)NN=C2 5-(4-Methylpyridin-3-yl)-1H-pyrazolo[3,4-b]pyridine